2-[3-Cyano-5-(4-phenylphenyl)-4-[(E)-2-[2,2,4,7-tetramethyl-1-[(4-triphenylsilylphenyl)methyl]-3,4-dihydroquinolin-6-yl]vinyl]-5-(trifluoromethyl)-2-furanylidene]malononitrile C(#N)C=1C(OC(C1\C=C\C=1C=C2C(CC(N(C2=CC1C)CC1=CC=C(C=C1)[Si](C1=CC=CC=C1)(C1=CC=CC=C1)C1=CC=CC=C1)(C)C)C)(C(F)(F)F)C1=CC=C(C=C1)C1=CC=CC=C1)=C(C#N)C#N